FC=1C=C2C(=CNC2=CC1)CCCN1CCN(CC1)C1=NSC2=C1C=CC(=C2)OC (4-(3-(5-fluoro-1H-indol-3-yl)propyl)piperazin-1-yl)-6-methoxybenzo[d]isothiazole